5-[(2S)-2-(2,6-Dichloropyridin-4-yl)propyl]-4-methyl-1,2,4-triazole-3-thiol ClC1=NC(=CC(=C1)[C@H](CC=1N(C(=NN1)S)C)C)Cl